2-(4-chlorophenyl)-1H-imidazo[4,5-f][1,10]Phenanthroline ClC1=CC=C(C=C1)C=1NC=2C(=C3C=CC=NC3=C3N=CC=CC23)N1